COC(=O)[C@@H]1N([C@H]2CC[C@@H]1C2)CC2=CC=CC=C2 (1S,3R,4R)-2-benzyl-2-azabicyclo[2.2.1]Heptane-3-carboxylic acid methyl ester